3-(3-bromophenyl)-2,2-dimethylpropionic acid tert-butyl ester C(C)(C)(C)OC(C(CC1=CC(=CC=C1)Br)(C)C)=O